tert-butyl (p-tolylsulfinyl)carbamate C1(=CC=C(C=C1)S(=O)NC(OC(C)(C)C)=O)C